2-(benzo[d][1,3]dioxol-5-yloxy)-N-((4-bromo-3-methoxyphenyl)carbamoyl)acetamide tert-butyl-N-(2-{[(benzyloxy)carbonyl](2-hydroxyethyl)amino}ethyl)carbamate C(C)(C)(C)OC(NCCN(CCO)C(=O)OCC1=CC=CC=C1)=O.O1COC2=C1C=CC(=C2)OCC(=O)NC(NC2=CC(=C(C=C2)Br)OC)=O